N-[(6-Amino-2-pyridyl)sulfonyl]-6-(6-isopropoxy-3-pyridyl)-2-[(3S)-3-phenyl-1-piperidyl]pyridin-3-carboxamid NC1=CC=CC(=N1)S(=O)(=O)NC(=O)C=1C(=NC(=CC1)C=1C=NC(=CC1)OC(C)C)N1C[C@@H](CCC1)C1=CC=CC=C1